(1R,5S)-3-[3-[[(1R)-1-[3,4-dimethyl-5-(1-methylpyrazol-4-yl)phenyl]ethyl]carbamoyl]-4-methyl-phenyl]-3,8-diazabicyclo[3.2.1]octane-8-carboxylic acid tert-butyl ester C(C)(C)(C)OC(=O)N1[C@H]2CN(C[C@@H]1CC2)C2=CC(=C(C=C2)C)C(N[C@H](C)C2=CC(=C(C(=C2)C=2C=NN(C2)C)C)C)=O